1-ethyl-2-(p-formylstyryl)quinolinium C(C)[N+]1=C(C=CC2=CC=CC=C12)C=CC1=CC=C(C=C1)C=O